ClC=1C(=C(C(=O)OC)C(=CC1)I)F Methyl 3-chloro-2-fluoro-6-iodobenzoate